4-(5-(3,5-dichlorophenyl)-5-(trifluoromethyl)-4,5-dihydroisoxazol-3-yl)-N-(1-ethyl-5-(3,3,3-trifluoropropyl)-1H-1,2,4-triazol-3-yl)-2-methylbenzamide ClC=1C=C(C=C(C1)Cl)C1(CC(=NO1)C1=CC(=C(C(=O)NC2=NN(C(=N2)CCC(F)(F)F)CC)C=C1)C)C(F)(F)F